CC1=C(C=NC(=C1)C)C1=CC=C(C=C1)C1=CNC2=NC=C(C=C21)C=2C=CC1=C(CC[C@H](CC1)N1C3COCC1C3)C2 6-[(7S)-2-{3-[4-(4,6-Dimethylpyridin-3-yl)phenyl]-1H-pyrrolo[2,3-b]pyridin-5-yl}-6,7,8,9-tetrahydro-5H-benzo[7]annulen-7-yl]-3-oxa-6-azabicyclo[3.1.1]heptane